tert-butyl 3,3-difluoro-4-(4-(4,4,5,5-tetramethyl-1,3,2-dioxaborolan-2-yl)-3,6-dihydropyridin-1(2H)-yl)piperidine-1-carboxylate FC1(CN(CCC1N1CCC(=CC1)B1OC(C(O1)(C)C)(C)C)C(=O)OC(C)(C)C)F